N-(3-aminopropyl)-N,N',N'-trimethyl-[2,2'-oxybis(ethanamine)] carbonate C(O)(O)=O.NCCCN(CCOCCN(C)C)C